C(CCC(=O)OCCCCOC=C)(=O)OCCCCOC=C bis[4-(vinyloxy)butyl] succinate